2-{3-[2-(4-chloro-3-fluorophenoxy)acetylamino]Bicyclo[1.1.1]Pentan-1-yl}-N5-ethylpyridine-2,5-dicarboxamide ClC1=C(C=C(OCC(=O)NC23CC(C2)(C3)C3(NC=C(C=C3)C(=O)NCC)C(=O)N)C=C1)F